mercaptoethyl-2-mercaptopropionic acid SCCC(C(=O)O)(C)S